C(C)OC(=O)C1=C(NC(=C1C)C(C(N[C@H](C(F)(F)F)C)=O)=O)C (S)-2,4-dimethyl-5-(2-oxo-2-((1,1,1-trifluoroprop-2-yl)amino)acetyl)-1H-pyrrole-3-carboxylic acid ethyl ester